m-[2-(2-ethoxyacetylamino)-6-(1-{[6-(methoxymethyl)-2-pyridinyl]methyl}-1H-1,2,3-triazol-4-yl)-4-pyrimidinyl]benzonitrile C(C)OCC(=O)NC1=NC(=CC(=N1)C=1C=C(C#N)C=CC1)C=1N=NN(C1)CC1=NC(=CC=C1)COC